FC1(C(C1)N1C(=NC(=C1)C(F)(F)F)C1=CC=C(C#N)C=C1)F 4-[1-(2,2-difluorocyclopropyl)-4-(trifluoromethyl)imidazol-2-yl]benzonitrile